7-chloro-2-methyl-3-(3-pyridinyl)imidazo[1,2-a]pyridine ClC1=CC=2N(C=C1)C(=C(N2)C)C=2C=NC=CC2